C(C)N1CCN(CCC1)C1=CC=C(C=C1)NC1=NC=C(C(=N1)NCCCN1C(CCCC1)=O)C(F)(F)F 1-(3-((2-((4-(4-ethyl-1,4-diazepan-1-yl)phenyl)amino)-5-(trifluoromethyl)pyrimidin-4-yl)amino)propyl)piperidin-2-one